(R)-(2-(1-methyl-1H-pyrazol-4-yl)oxazol-5-yl)(4-(4-(trifluoromethyl)pyrazolo[1,5-a]pyridin-2-yl)-1,4,6,7-tetrahydro-5H-imidazo[4,5-c]pyridin-5-yl)methanone CN1N=CC(=C1)C=1OC(=CN1)C(=O)N1[C@H](C2=C(CC1)NC=N2)C2=NN1C(C(=CC=C1)C(F)(F)F)=C2